CC1=CC=C(C=C1)C=NC2=CC(=CC=C2)Cl N-(4-methylbenzylidene)-3-chloroaniline